2-[6-(2-methoxythiazol-5-yl)-3,6-dihydro-2H-pyran-4-yl]-6-[3-(trifluoromethyl)-1-bicyclo[1.1.1]pentanyl]-pyrimidine-4,5-diamine COC=1SC(=CN1)C1C=C(CCO1)C1=NC(=C(C(=N1)N)N)C12CC(C1)(C2)C(F)(F)F